4-(4-(methoxycarbonyl)benzyl)-1-Boc-piperazine COC(=O)C1=CC=C(CN2CCN(CC2)C(=O)OC(C)(C)C)C=C1